C(C)(C)(C)O[C@H](C(=O)OCC)C1=C(C2=C(N=C(S2)C=2C=C3C(=NN(C3=CC2)C)C2CCN(CC2)[C@H]2CN(CC2)C(=O)OC(C)(C)C)C=C1C)C1=CC=C(C=C1)Cl tert-Butyl (R)-3-(4-(5-(6-((S)-1-(tert-butoxy)-2-ethoxy-2-oxoethyl)-7-(4-chlorophenyl)-5-methylbenzo[d]thiazol-2-yl)-1-methyl-1H-indazol-3-yl)piperidin-1-yl)pyrrolidine-1-carboxylate